octanyl acrylate C(C=C)(=O)OCCCCCCCC